COCC1=NN(C(=C1)C(=O)NC1=NNC(=C1)[C@@H]1C[C@@H](CC1)OC1=CC=CC=C1)C 3-(methoxy-methyl)-1-methyl-N-(5-((1S,3R)-3-phenoxy-cyclopentyl)-1H-pyrazol-3-yl)-1H-pyrazole-5-carboxamide